n-Pentyltrichlorosilane C(CCCC)[Si](Cl)(Cl)Cl